C(C)(C)(C)[Si](C1=CC=NN1)(F)C(C)(C)C Di(tert-butyl)(fluoro)(5-pyrazolyl)silane